BrC1=C(C(=NN1CC)Cl)CN1N=CN=C1C1=C(C=C(C=C1)F)I 1-[(5-bromo-3-chloro-1-ethyl-1H-pyrazol-4-yl)methyl]-5-(4-fluoro-2-iodophenyl)-1H-1,2,4-triazole